tert-butyl 4-(3-(2,6-bis(benzyloxy) pyridin-3-yl)-5-fluoro-1-methyl-1H-indazol-6-yl)-3,6-dihydropyridine-1(2H)-carboxylate C(C1=CC=CC=C1)OC1=NC(=CC=C1C1=NN(C2=CC(=C(C=C12)F)C=1CCN(CC1)C(=O)OC(C)(C)C)C)OCC1=CC=CC=C1